C1(=CC=CC=C1)S(=O)(=O)N1C(=CC=2C=NC=CC21)B(O)O 1-(PHENYLSULFONYL)-1H-PYRROLO[3,2-C]PYRIDINE-2-YLBORONIC ACID